1-(tetrahydrothiophen-3-yl)-1,2,3,6-tetrahydropyridin-3-ol S1CC(CC1)N1CC(C=CC1)O